4-{4-[1-(2,6-dioxopiperidin-3-yl)-3-methyl-2-oxo-1,3-benzodiazol-4-yl]piperazin-1-yl}-[1,4'-bipiperidin] O=C1NC(CCC1N1C(N(C2=C1C=CC=C2N2CCN(CC2)C2CCN(CC2)C2CCNCC2)C)=O)=O